FC=1C=C(C=CC1CO)CNC(=O)C=1C=CC2=C(NC(C(S2)C)=O)C1 N-{[3-fluoro-4-(hydroxymethyl)phenyl]methyl}-2-methyl-3-oxo-3,4-dihydro-2H-1,4-benzothiazine-6-carboxamide